4-Amino-7-bromo-1-(4-chloro-2-methylphenyl)-2-oxo-1,2-dihydro-1,8-naphthyridine-3-carboxylic acid methyl ester COC(=O)C=1C(N(C2=NC(=CC=C2C1N)Br)C1=C(C=C(C=C1)Cl)C)=O